1-methyl-3-(4-methyl-3-pentenyl)cyclohex-3-en-1-carboxylic acid CC1(CC(=CCC1)CCC=C(C)C)C(=O)O